2,2,6,6-tetra(β-carboxyethyl)cyclohexanone C(=O)(O)CCC1(C(C(CCC1)(CCC(=O)O)CCC(=O)O)=O)CCC(=O)O